F[P-](F)(F)(F)(F)F.C1(=CC=CC=C1)[S+](C1=CC=CC=C1)C1=CC=CC=C1 triphenylsulfonium Hexafluorophosphate